C(C=CC)[Si](OC)(OC)C 2-butenylmethyldimethoxysilane